C(#N)C1=CC=C(OC2=CC(=NC=C2)C(=O)N[C@@H]2C(N(C3=C(OC2)C=CC(=C3)C#CC(C)(C)O)C)=O)C=C1 (S)-4-(4-cyanophenoxy)-N-(7-(3-hydroxy-3-methylbut-1-yn-1-yl)-5-methyl-4-oxo-2,3,4,5-tetrahydrobenzo[b][1,4]oxazepin-3-yl)pyridineamide